C1(CCCCC1)NC(=O)N1C(=NC2=C1C=CC(=C2)C=2C=NC=NC2)OC N-cyclohexyl-2-methoxy-5-(pyrimidin-5-yl)-1H-benzo[d]imidazole-1-carboxamide